CC1=CC(=NN1C1=CC=C(C=C1)OC(F)(F)F)N1CCN(CCC1)CCN1CCOCC1 4-[2-[4-[5-methyl-1-[4-(trifluoromethoxy)phenyl]pyrazol-3-yl]-1,4-diazepan-1-yl]ethyl]morpholine